Cl.N[C@@H](CCCNC(=O)N)C(=O)O Citrulline HCL